oxygen manganese [Mn].[O]